NCC=1C=C(C=CC1)C1=CC2=C(OC=C2COC2=C(C=CC(=C2)OC)CC(=O)OCC)C2=C1OC=C2 ethyl 2-(2-((5-(3-(aminomethyl)phenyl)benzo[1,2-b:3,4-b']difuran-3-yl)methoxy)-4-methoxyphenyl)acetate